lithium benzenesulphonate C1(=CC=CC=C1)S(=O)(=O)[O-].[Li+]